C1(=CC=CC=C1)C1=C(C(=C(C2=C1N(C(=N2)C(=O)O)CC2OCC2)C)N2CCCCC2)C2OC1=C(C=NC=C1)O2 phenyl-[1,3]dioxolo[4,5-C]pyridinyl-piperidinyl-methyl-oxetanylmethyl-1H-benzo[D]imidazole-carboxylic acid